2-amino-4-(butylamino)-8-methyl-6-(4-(piperazine-1-carbonyl)benzyl)pyrimido[4,5-d]pyridazin-5(6H)-one NC=1N=C(C2=C(C(=NN(C2=O)CC2=CC=C(C=C2)C(=O)N2CCNCC2)C)N1)NCCCC